copper fluorosulfonyl-difluoroacetate salt FS(=O)(=O)C(C(=O)[O-])(F)F.[Cu+2].FS(=O)(=O)C(C(=O)[O-])(F)F